(1S,3R)-3-(3-{[(6-methoxypyridin-3-yl)acetyl]amino}-1H-pyrazol-5-yl)cyclopentyl(trans-4-hydroxy-4-methylcyclohexyl)carbamate COC1=CC=C(C=N1)CC(=O)NC1=NNC(=C1)[C@H]1C[C@H](CC1)N(C([O-])=O)C1CCC(CC1)(C)O